7-methoxy-4-((5-(oxazol-2-ylcarbamoyl)naphthalen-2-yl)oxy)quinoline-6-carboxamide COC1=C(C=C2C(=CC=NC2=C1)OC1=CC2=CC=CC(=C2C=C1)C(NC=1OC=CN1)=O)C(=O)N